Tert-butyl (2S)-2-({[4-(aminomethyl)pyridin-3-yl]oxy}methyl)pyrrolidine-1-carboxylate NCC1=C(C=NC=C1)OC[C@H]1N(CCC1)C(=O)OC(C)(C)C